BrC1=CC(=C(C=C1)F)C(COC(=O)OC(C)(C)C)NC(=O)OC(C)(C)C 4-bromo-2-{1-[(tertbutoxycarbonyl)amino]-2-[(tert-butoxycarbonyl)oxy]ethyl}-1-fluorobenzene